C(C)N(CC)C=1C(OC2=CC=CC=C2C1)=O N,N-diethylaminocoumarin